OC1=NC=NC2=CC=C(C=C12)NC(=O)C=1OCC(N1)(C)C 4-hydroxy-6-(4,4-dimethyl-4,5-dihydrooxazole-2-amido)quinazoline